N1=CC=C(C=C1)C=1SC(=NN1)C1=CC=NC=C1 2,5-bis(pyridin-4-yl)-1,3,4-thiadiazole